C1(CC1)C1=NN(C=C1)C1=NC=CC=C1 cyclopropyl-1-(pyridin-2-yl)-1H-pyrazol